5-(4-(4'-bromo-5'-oxo-5'H-spiro[cyclohexane-1,7'-indolo[1,2-a]quinazolin]-10'-yl)-[1,4'-bipiperidin]-1'-yl)-2-(2,6-dioxopiperidin-3-yl)isoindoline-1,3-dione BrC=1C=2C(N=C3N(C2C=CC1)C1=CC(=CC=C1C31CCCCC1)C1CCN(CC1)C1CCN(CC1)C=1C=C3C(N(C(C3=CC1)=O)C1C(NC(CC1)=O)=O)=O)=O